CC(C)OCCN(CCC(C(=O)O)NC(=O)C=1N=NC=CC1C(F)(F)F)CCCCC1=NC=2NCCCC2C=C1 4-[2-(1-methylethoxy)ethyl-[4-(5,6,7,8-tetrahydro-1,8-naphthyridin-2-yl)butyl]amino]-2-[[4-(trifluoromethyl)pyridazine-3-carbonyl]amino]butanoic acid